The molecule is the simplest of the sulfamic acids consisting of a single sulfur atom covalently bound by single bonds to two amino groups and by double bonds to two oxygen atoms. NS(=O)(=O)N